(3S,4s)-N-(3-(4-methylpiperazin-1-yl)phenyl)-1-oxo-2-(pyridin-4-ylmethyl)-3-(4-(trifluoromethyl)phenyl)-1,2,3,4-tetrahydroisoquinoline-4-carboxamide CN1CCN(CC1)C=1C=C(C=CC1)NC(=O)[C@@H]1[C@H](N(C(C2=CC=CC=C12)=O)CC1=CC=NC=C1)C1=CC=C(C=C1)C(F)(F)F